OC(C)(C)C1=[N+](C=CC=C1)[O-] 2-hydroxypropan-2-ylPyridine-1-oxide